C(#C)C1(CC1)NC(CNC(CN(S(=O)(=O)C)C1CCN(CC1)[C@H](C)C1=CC=CC2=CC=CC=C12)=O)=O (R)-N-(1-ethynylcyclopropyl)-2-(2-(N-(1-(1-(naphthalen-1-yl)ethyl)piperidin-4-yl)methylsulfonamido)acetamido)acetamide